tert-butyl (7S)-7-(4-(4'-((tert-butyldimethylsilyl)oxy)-4-fluoro-2',3',4',5'-tetrahydro-[1,1'-biphenyl]-2-yl)piperidin-1-yl)-5-oxa-2-azaspiro[3.4]octane-2-carboxylate [Si](C)(C)(C(C)(C)C)OC1CCC(=CC1)C1=C(C=C(C=C1)F)C1CCN(CC1)[C@@H]1COC2(CN(C2)C(=O)OC(C)(C)C)C1